N1=CN=C(C2=C1NC=C2)C=2C=NN(C2)C2(CN(C2)C2CCN(CC2)C(C2=CC(=NC=C2)C(F)(F)F)=O)CC#N (3-[4-(7H-pyrrolo[2,3-d]pyrimidin-4-yl)-1H-pyrazol-1-yl]-1-{1-[2-(trifluoromethyl)isonicotinoyl]piperidin-4-yl}azetidin-3-yl)acetonitrile